isooctadecenoic acid CC(C)CCCCCCCCCCCC/C=C/C(=O)O